N-(2-((2R,3S)-1-ethyl-2-methylpyrrolidin-3-yl)thieno[2,3-b]pyridin-4-yl)-4-fluorobenzo[d]thiazol-5-amine C(C)N1[C@@H]([C@H](CC1)C1=CC=2C(=NC=CC2NC=2C=CC3=C(N=CS3)C2F)S1)C